CN(C)CCC1CCNCC1 N,N-Dimethyl[2-(4-piperidyl)ethyl]amine